N3-(4-(4-(bicyclo[2.2.1]heptan-2-yl)piperazin-1-yl)phenyl)-1H-1,2,4-triazole-3,5-diamine C12C(CC(CC1)C2)N2CCN(CC2)C2=CC=C(C=C2)NC2=NNC(=N2)N